2-Amino-7-butyl-9-((2R,3S,4S,5R)-4-fluoro-3-hydroxy-5-(hydroxymethyl)tetrahydrofuran-2-yl)-7,9-dihydro-1H-purin-6,8-dion NC=1NC(C=2N(C(N(C2N1)[C@@H]1O[C@@H]([C@H]([C@H]1O)F)CO)=O)CCCC)=O